methyl 2-({4-[(2S)-2-(4-chloro-2-fluorophenyl)-1,3-benzodioxol-4-yl]piperidin-1-yl}methyl)-1-[(2S)-oxetan-2-ylmethyl]-1H-benzimidazole-6-carboxylate ClC1=CC(=C(C=C1)[C@@H]1OC2=C(O1)C=CC=C2C2CCN(CC2)CC2=NC1=C(N2C[C@H]2OCC2)C=C(C=C1)C(=O)OC)F